N2-(1-methylpiperidin-4-yl)-N7-phenylpyrido[2,3-d]pyrimidine-2,4,7-triamine CN1CCC(CC1)NC=1N=C(C2=C(N1)N=C(C=C2)NC2=CC=CC=C2)N